CC1=C(C(=O)N[C@H](C)C2=CC=CC3=CC=CC=C23)C=C(C=C1)C1=CC=NC=C1 2-Methyl-N-[(1R)-1-(1-naphthyl)ethyl]-5-(4-pyridyl)benzamide